FC=1C(=C(C=C2C(=NC(=NC12)OC[C@]12CCCN2C[C@@H](C1)F)N1CCC(CC1)O)CCC#N)C1=CC(=CC2=CC=CC=C12)O 3-(8-fluoro-2-(((2R,7aS)-2-fluorotetrahydro-1H-pyrrolizin-7a(5H)-yl)methoxy)-7-(3-hydroxynaphthalen-1-yl)-4-(4-hydroxypiperidin-1-yl)quinazolin-6-yl)propanenitrile